Sodium (E)-6,6'-(ethene-1,2-diyl)bis(3-((phenoxycarbonyl)amino)benzenesulfonate) C(=C\C1=CC=C(C=C1S(=O)(=O)[O-])NC(=O)OC1=CC=CC=C1)/C1=CC=C(C=C1S(=O)(=O)[O-])NC(=O)OC1=CC=CC=C1.[Na+].[Na+]